acryloyloxyoctadecyl-tribromosilane C(C=C)(=O)OCCCCCCCCCCCCCCCCCC[Si](Br)(Br)Br